1,2,4-tris(3-hydroxypropyl)pyridinium OCCC[N+]1=C(C=C(C=C1)CCCO)CCCO